(N-(3-bromophenyl)methylsulfonamido)methyl-3-fluorobenzoate BrC=1C=C(C=CC1)N(S(=O)(=O)C)COC(C1=CC(=CC=C1)F)=O